BrC=1C(=C(C(=CC1)F)CO)OC (3-bromo-6-fluoro-2-methoxy-phenyl)methanol